NC1=C(C=C(C=N1)C1=CC=C(C(=O)NCCN2CCOCC2)C=C1)OCC1=C(C=CC=C1)C(F)(F)F 4-[6-amino-5-(2-trifluoromethyl-benzyloxy)-pyridin-3-yl]-N-(2-morpholin-4-ylethyl)-benzamide